C(C)(C)(C)C=1C(=C(N=NC1Cl)C(=O)N)NC1CCN(CC1)C tert-butyl-6-chloro-4-(1-methylpiperidin-4-ylamino)pyridazine-3-carboxamide